FC(C(=O)O)(F)F.C1CN(CCC12CCNCC2)CCCC2=CC=C(C=C2)C2=CC1=C(N=CN=C1C=1C(=C(C=C(C1)F)C=1C(=C(C(=O)N)C=CC1C(C)(C)O)F)C)N2 3-(6-(4-(3-(3,9-Diazaspiro[5.5]undecan-3-yl)propyl)phenyl)-7H-pyrrolo[2,3-d]pyrimidin-4-yl-5-fluoro-2-methylphenyl)-2-fluoro-4-(2-hydroxypropan-2-yl)benzamide trifluoroacetate